1-((6-chloro-3,4-dihydroisoquinolin-2(1H)-yl)sulfonyl)-3-methyl-1H-imidazol-3-ium ClC=1C=C2CCN(CC2=CC1)S(=O)(=O)N1C=[N+](C=C1)C